(Z)-dec-4-en-1-yl 7-((2-hydroxyethyl)amino)heptanoate OCCNCCCCCCC(=O)OCCC\C=C/CCCCC